(difluoromethyl)-5-fluoro-1-methyl-1H-pyrazole-4-carboxylic acid FC(F)C1=NN(C(=C1C(=O)O)F)C